5-((4-(4-((1-(4-(2,4-dioxotetrahydropyrimidin-1(2H)-yl)phenyl)piperidin-4-yl)methyl)piperazine-1-yl)-3-fluorophenyl)amino)-3-morpholinyl-1,2,4-triazine-6-carboxamide O=C1N(CCC(N1)=O)C1=CC=C(C=C1)N1CCC(CC1)CN1CCN(CC1)C1=C(C=C(C=C1)NC=1N=C(N=NC1C(=O)N)N1CCOCC1)F